(3-hydroxy-4-methoxyphenyl)-1-(3,4,5-trimethoxyphenyl)-1,3-dihydro-2H-imidazo[4,5-c]pyridin-2-one OC=1C=C(C=CC1OC)N1C(N(C2=C1C=NC=C2)C2=CC(=C(C(=C2)OC)OC)OC)=O